C1OC2(C=3C=NC=CC31)CN(C2)C(=O)O spiro[azetidine-3,3'(1'H)-furo[3,4-c]pyridine]-1-carboxylic acid